2-(2-chloro-5-methoxyphenyl)ethanol ClC1=C(C=C(C=C1)OC)CCO